COC(=O)C=1C=C(C=C2C1CN(CO2)CCC2=CC=CC=C2)OC 7-Methoxy-3-phenethyl-3,4-dihydro-2H-benzo[e][1,3]oxazine-5-carboxylic acid methyl ester